BrC=1C(=C2C(=NC1)NC(=N2)C2=CC(=C(C=C2)N2CCN(CC2)CCOC)F)NC2CCN(CC2)CC 6-Bromo-N-(1-ethylpiperidin-4-yl)-2-{3-fluoro-4-[4-(2-methoxyethyl)piperazin-1-yl]phenyl}-3H-imidazo[4,5-b]pyridin-7-amine